ClC=1C(=CC=C(C1)S(=O)(=O)N)C 5-chloro-4-methylbenzenesulfonamide